C1CC2=C(C=CC(=C2)F)O[C@H]1[C@H](CNC[C@@H]([C@@H]3CCC4=C(O3)C=CC(=C4)F)O)O The molecule is a 2,2'-iminobis[1-(6-fluoro-3,4-dihydro-2H-chromen-2-yl)ethanol] that has (1S,1'S,2R,2'S)-configuration. It is a conjugate base of a (R,S,S,S)-nebivolol(1+). It is an enantiomer of a (S,R,R,R)-nebivolol.